ClC=1C(=C(C(=CC1)N1N=NC(=C1)C(F)(F)F)C=1C=CC(=NC1)C(CC1=NN(C=C1)C(F)F)N1N=CC(=C1)C1=CC(=C(C(=O)O)C=C1)F)F 4-(1-(1-(5-(3-Chloro-2-fluoro-6-(4-(trifluoromethyl)-1H-1,2,3-triazol-1-yl)phenyl)pyridin-2-yl)-2-(1-(difluoromethyl)-1H-pyrazol-3-yl)ethyl)-1H-pyrazol-4-yl)-2-fluorobenzoic acid